NC1=NC=2C=C(C(=CC2C2=C1COC2)C(=O)N(CC2=NC=C(N=C2)C(F)(F)F)CC)F 4-amino-N-ethyl-7-fluoro-N-((5-(trifluoromethyl)-2-pyrazinyl)methyl)-1,3-dihydrofuro[3,4-c]quinoline-8-carboxamide